NC=1C(=C(SC1C)C)C(=O)OC Methyl 4-amino-2,5-dimethylthiophene-3-carboxylate